3,4-(difluoromethylenedioxy)benzaldehyde C1=CC2=C(C=C1C=O)OC(O2)(F)F